(E)-4-(dimethylamino)-N-(4-(4-(4-((4-methylbenzyl)amino)-[2,3'-bipyridyl]-6'-yl)piperazine-1-carbonyl)phenyl)but-2-enamide CN(C/C=C/C(=O)NC1=CC=C(C=C1)C(=O)N1CCN(CC1)C1=CC=C(C=N1)C1=NC=CC(=C1)NCC1=CC=C(C=C1)C)C